Propane-2-enamide C(C=C)(=O)N